3-(4-(3-cyano-9-ethyl-6,6-dimethyl-11-oxo-6,11-dihydro-5H-benzo[b]carbazol-8-yl)piperazin-1-yl)azetidine-1-carboxylic acid tert-butyl ester C(C)(C)(C)OC(=O)N1CC(C1)N1CCN(CC1)C=1C(=CC2=C(C(C=3NC4=CC(=CC=C4C3C2=O)C#N)(C)C)C1)CC